FC(C(=O)O)(F)F.O=CCCCCC(=O)N 6-oxohexanamide trifluoroacetate